trans-6-(4-(4-acryloyl-6-(trifluoromethyl)morpholin-2-yl)-6-chloropyridin-2-yl)-N-methylpyrimidine-4-carboxamide C(C=C)(=O)N1C[C@H](O[C@@H](C1)C(F)(F)F)C1=CC(=NC(=C1)Cl)C1=CC(=NC=N1)C(=O)NC